C(C1=CC=CC=C1)OC=1C=C(C2=CC=CC=C2C1)N1CC=2N=C(N=C(C2CC1)N1C[C@H](N(C[C@@H]1C)C(=O)OC(C)(C)C)C)OC[C@H]1N(CCC1)C tert-butyl (2R,5S)-4-[7-(3-benzyloxy-1-naphthyl)-2-[[(2S)-1-methylpyrrolidin-2-yl]methoxy]-6,8-dihydro-5H-pyrido[3,4-d]pyrimidin-4-yl]-2,5-dimethylpiperazine-1-carboxylate